tert-butyl 2-((2-((5-chloro-2-(4-chloro-1H-1,2,3-triazol-1-yl)phenyl)amino)-2-oxoethyl)amino)-3-(4-methoxyphenyl)propanoate ClC=1C=CC(=C(C1)NC(CNC(C(=O)OC(C)(C)C)CC1=CC=C(C=C1)OC)=O)N1N=NC(=C1)Cl